[Si].C(CCC)P(CCCC)CCCC tri-n-butyl-phosphorus silicon